C(C)(C)(C)OC(=O)N1CCC(CC1)(C)OCC1=CC(=CC(=C1)C(F)(F)F)Br.FC1(CC(C1)NC(=O)C1CNCCC1)F 3-(3,3-difluorocyclobutylcarbamoyl)piperidin tert-butyl-4-((3-bromo-5-(trifluoromethyl)benzyl)oxy)-4-methylpiperidine-1-carboxylate